S1C=NC2=C1C(=CC=C2)C2=CC=C(C=C2)N2[C@H](CN(CC2)C(=O)NC=2N=C(SC2)C#C)CO (R)-4-(4-(benzo[d]thiazol-7-yl)phenyl)-N-(2-ethynyl-thiazol-4-yl)-3-(hydroxymethyl)-piperazine-1-carboxamide